ClC1=CC=C(C(=N1)C(=O)N)O[C@H](C)C=1C=C(C=C2C(C(=C(OC12)C1=CC2=CN(N=C2C=C1F)C)C)=O)C 6-Chloro-3-[(1R)-1-[2-(6-fluoro-2-methyl-indazol-5-yl)-3,6-dimethyl-4-oxo-chromen-8-yl]ethoxy]pyridine-2-carboxamide